ClC=1C=C(C(=O)[O-])C=C(C1)Cl 3,5-dichloro-benzoate